ClC1=NC=C(C(=N1)NCC1=C(C=CC=C1F)F)C(=O)N 2-chloro-4-[(2,6-difluorobenzyl)amino]pyrimidin-5-carboxamide